ClC1=C(\C=C\2/OC3=C(C2=O)C(=CC(=C3C3CCN(CC3)C)OC)OC)C(=CC=C1)Cl (Z)-2-(2,6-dichlorobenzylidene)-4,6-dimethoxy-7-(1-methylpiperidin-4-yl)benzofuran-3(2H)-one